C1(CCCCC1)C1=CC=C(C=C1)NC1=CC=C(CN(C(=O)C2CNC(C2)=O)O)C=C1 N-(4-((4-cyclohexylphenyl)amino)benzyl)-N-hydroxy-5-oxopyrrolidine-3-carboxamide